OCC1CN(CCN1C1=CC=C(C=C1)O)C=O (3-(hydroxymethyl)-4-(4-hydroxyphenyl)piperazin-1-yl)methanone